ClC1=C(C(=CC(=C1)Cl)/C=N/[C@H](C(C)(C)C)CO)O 2,4-dichloro-6-[(E)-[(1R)-1-(hydroxymethyl)-2,2-dimethyl-propyl]iminomethyl]phenol